2-((R)-2-((S)-2-((S)-2-amino-3-(1-benzhydryl-1H-imidazol-4-yl)propanamido)-6-octanamidohexanamido)-3-(p-tolyl)propanamido)-3-(4-hydroxy-2,6-dimethylphenyl)propanoic acid N[C@H](C(=O)N[C@H](C(=O)N[C@@H](C(=O)NC(C(=O)O)CC1=C(C=C(C=C1C)O)C)CC1=CC=C(C=C1)C)CCCCNC(CCCCCCC)=O)CC=1N=CN(C1)C(C1=CC=CC=C1)C1=CC=CC=C1